BrC1=C2C(=NC(=C1F)N)CCCO2 8-bromo-7-fluoro-3,4-dihydro-2H-pyrano[3,2-b]pyridin-6-amine